ClC1=C(C=CC=C1)NC(=N)NC(=N)N 1-(2-chlorophenyl)biguanide